N[C@@H]1CC[C@H](CC1)OCC(C)(O)C 1-[(trans-4-aminocyclohexyl)oxy]-2-methylpropan-2-ol